Tert-butyl (E)-4-(4-benzyl-6-(3-((tert-butyldimethylsilyl) oxy) prop-1-en-1-yl)-3-oxo-3,4-dihydropyrazin-2-yl)-2-oxopiperazine-1-carboxylate C(C1=CC=CC=C1)N1C(C(=NC(=C1)\C=C\CO[Si](C)(C)C(C)(C)C)N1CC(N(CC1)C(=O)OC(C)(C)C)=O)=O